C(#N)C1=CNC2=C(C=CC(=C12)C)NS(=O)(=O)C1=CC=C(C=C1)S(=O)(=O)N1CCC(CC1)NC(OC(C)(C)C)=O tert-butyl (1-((4-(N-(3-cyano-4-methyl-1H-indol-7-yl)sulfamoyl)phenyl)sulfonyl)piperidin-4-yl)carbamate